FC1=CC(=C(C=C1)[C@H]1N(CCC1)C(=O)OC(C)(C)C)C(=C)C tert-butyl (2S)-2-[4-fluoro-2-(prop-1-en-2-yl)phenyl]pyrrolidine-1-carboxylate